CC(CN1C(C=CC2=C1N=CN=C2NC)=O)(C)C 8-(2,2-dimethylpropyl)-4-(methylamino)pyrido[2,3-d]pyrimidin-7(8H)-one